Cl.NC=1C=NN(C1)CC1(CCNCC1)O 4-((4-amino-1H-pyrazol-1-yl)methyl)piperidin-4-ol hydrochloride